ClC=1C=NC(=NC1)N1CCC(CC1)CCCOC1=CC(=C(C=C1)CC(=O)NCCO[C@H]1O[C@@H]([C@H]([C@@H]([C@@H]1O)O)O)CO)F |r| 2-[4-[3-[1-(5-chloropyrimidin-2-yl)-4-piperidinyl]propoxy]-2-fluoro-phenyl]-N-[2-[rac-(2S,3S,4S,5S,6R)-3,4,5-trihydroxy-6-(hydroxymethyl)tetrahydropyran-2-yl]oxyethyl]acetamide